2-Amino-1-(4,6-dimethylpyrimidin-5-yl)-5,6-dimethyl-1H-pyrrolo[2,3-b]pyridine-3-carboxamide NC1=C(C=2C(=NC(=C(C2)C)C)N1C=1C(=NC=NC1C)C)C(=O)N